N1=C(C=CC=2CCCNC12)CC[C@H]1CN(CC1)C(=O)OC(C)(C)C tert-butyl (R)-3-(2-(5,6,7,8-tetrahydro1,8-naphthyridin-2-yl)ethyl)pyrrolidine-1-carboxylate